C(OC1=CC=C(C=C1)NC(C1=CC(=CC=C1)C1=CC=C2C(=N1)N=NN2)=O)(OCC(C)C)=O 4-(3-(1H-[1,2,3]Triazolo[4,5-b]pyridin-5-yl)benzamido)phenyl isobutyl carbonate